C(C)(C)C=1C(=CC2=C(N(C(N2)=O)[C@H]2CN(CCC2)CCC)C1)C=1C=C(C=2N(C1)N=CN2)OC (R)-6-Isopropyl-5-(8-methoxy-[1,2,4]triazolo[1,5-a]pyridin-6-yl)-1-(1-propylpiperidin-3-yl)-1,3-dihydro-2H-benzo[d]imidazol-2-on